C(#N)C(NC(=O)N1N=CC(=C1)C1=C2C(=NC=C1)NC=N2)C2=CC=CC=C2 N-(cyano(phenyl)methyl)-4-(3H-imidazo[4,5-b]pyridin-7-yl)-1H-pyrazole-1-carboxamide